BrC1=CC(=C(C=C1)N(C(OC(C)(C)C)=O)C=1SC=C(N1)COC1=CC(=CC2=C1C=C(O2)C=2N=C1SC(=NN1C2)OC)OC)C tert-butyl (4-bromo-2-methylphenyl)(4-(((6-methoxy-(2-methoxyimidazo[2,1-b][1,3,4]thiadiazol-6-yl)benzofuran-4-yl)oxy)methyl)thiazol-2-yl)carbamate